(±)-(1S,2S,3R)-1,3-difluoro-1-(4-(methylsulfonyl)phenyl)butan-2-aminium chloride [Cl-].F[C@H]([C@H]([C@@H](C)F)[NH3+])C1=CC=C(C=C1)S(=O)(=O)C |r|